C(C)(C)(C)OC(=O)N1CC=2N=C(N=C(C2CC1)Cl)Cl.O(C1=CC=CC=C1)C=1C=C(C=CC1)/C=C/C(=O)N1C(OCC1([2H])[2H])=O (E)-3-(3-(3-phenoxyphenyl)acryloyl)oxazolidin-2-one-4,4-d2 tert-butyl-2,4-dichloro-6,8-dihydro-5H-pyrido[3,4-d]pyrimidine-7-carboxylate